C(CCCCC)C1=C(C(=C2C=CC(OC2=C1)(CCC=C(C)C)C)OC1O[C@@H]([C@H]([C@@H]([C@H]1CO)O)O)O)C(=O)O 7-hexyl-2-methyl-2-(4-methylpent-3-en-1-yl)-5-{[(3R,4R,5S,6S)-4,5,6-trihydroxy-3-(hydroxymethyl)oxan-2-yl]oxy}-2H-chromene-6-carboxylic acid